6-chloro-5-ethyl-2,4-dimethyl-4,5-dihydro-2H-[1,2,3]triazolo[4,5-c][1,7]naphthyridine ClC1=NC=CC=2C=3C(C(N(C12)CC)C)=NN(N3)C